4-((3-(1-((5R,6R)-1-oxaspiro[4.4]nonan-6-yl)-1H-pyrazol-4-yl)-2-methoxyphenyl)amino)-6-(1-fluorocyclopropane-1-carboxamido)pyridazine-3-carboxamide O1CCC[C@]12[C@@H](CCC2)N2N=CC(=C2)C=2C(=C(C=CC2)NC2=C(N=NC(=C2)NC(=O)C2(CC2)F)C(=O)N)OC